CC=1N(N=C2C3=C(C(C(C12)=O)=O)C=CC=C3)S(=O)(=O)C3=CC=C(C=C3)C(F)(F)F 3-methyl-2-(4-(trifluoromethyl)phenylsulfonyl)-2H-benzo[g]indazole-4,5-dione